2-(6-(trifluoromethoxy)-1H-indol-3-yl)ethan-1-amine hydrochloride Cl.FC(OC1=CC=C2C(=CNC2=C1)CCN)(F)F